C(CCCCC)C(O[Si](C(C)(C)C)(C)C)CN(CC(O[Si](C(C)(C)C)(C)C)CCCCCC)CCCCCCOC(C1=CC=CC=C1)(C1=CC=CC=C1)C1=CC=CC=C1 5,9-dihexyl-2,2,3,3,11,11,12,12-octamethyl-7-[6-(triphenylmethoxy)hexyl]-4,10-dioxa-7-aza-3,11-disilatridecane